NC1=CC=CC(=N1)S(=O)(=O)NC(=O)C=1C(=NC(=CC1)N1N=C(C=C1)OCC(C)(C)C)N1C(C[C@@H](C1)C)(C)C N-[(6-amino-2-pyridyl)sulfonyl]-6-[3-(2,2-dimethylpropoxy)pyrazol-1-yl]-2-[(4S)-2,2,4-trimethylpyrrolidin-1-yl]pyridine-3-carboxamide